FC=1C=C(C(=O)N2CCC(CC2)N2CC(C2)(N2N=CC(=C2)C=2C3=C(N=CN2)NC=C3)CC#N)C=CC1C {1-[1-(3-fluoro-4-methylbenzoyl)piperidin-4-yl]-3-[4-(7H-pyrrolo[2,3-d]pyrimidin-4-yl)-1H-pyrazol-1-yl]azetidin-3-yl}acetonitrile